6-(((5-(4-(2-methoxyphenyl)-6-methylpyridin-3-carboxamido)-1,3,4-thiadiazol-2-yl)oxy)methyl)pyridine-2-carboxylic acid methyl ester COC(=O)C1=NC(=CC=C1)COC=1SC(=NN1)NC(=O)C=1C=NC(=CC1C1=C(C=CC=C1)OC)C